OC(COC1=CC=C(C=C1)C1=NOC(=N1)N1CCC(CC1)C(=O)NCC1CN(CC1)CC1=CC=C(C=C1)C)CO 1-(3-(4-(2,3-Dihydroxypropoxy)phenyl)-1,2,4-oxadiazol-5-yl)-N-((1-(4-methylbenzyl)pyrrolidin-3-yl)methyl)piperidine-4-carboxamide